C(C)(C)(C)NC(=O)N1CC=2N(CC1)C(=C(C2C(=O)N)C2=CC=C(C=C2)OC)C N2-tert-butyl-7-(4-methoxyphenyl)-6-methyl-3,4-dihydropyrrolo[1,2-a]pyrazine-2,8(1H)-dicarboxamide